ethyl-(phenylthio)carbamic acid C(C)N(C(O)=O)SC1=CC=CC=C1